thiazolo[4,5-c]quinolone-4-amine S1(C=NC=2C(=NC=3C=CC=CC3C21)N)=O